O=C1NC(CCC1N1C(C2=CC=C(C=C2C1)O[C@@H]1[C@H](CCCC1)N1CC(C1)C1CCN(CC1)C(=O)OC(C)(C)C)=O)=O tert-butyl 4-{1-[(1S,2S)-2-{[2-(2,6-dioxopiperidin-3-yl)-1-oxo-2,3-dihydro-1H-isoindol-5-yl]oxy}cyclohex-yl]azetidin-3-yl}piperidine-1-carboxylate